ClC1=C(OC2=C(C(=O)N)C=CC(=N2)N2C=NC3=C2C=C(C(=C3)OC)OC)C=CC=C1 2-(2-Chloro-phenoxy)-6-(5,6-dimethoxy-benzoimidazol-1-yl)-nicotinamide